C(C1=CC=CC=C1)OC1=CC(=C(C(=O)[C@H]2[C@@H](CCC2)C(=O)OCC)C=C1Cl)F ethyl trans-2-(4-(benzyloxy)-5-chloro-2-fluorobenzoyl)-cyclopentane-1-carboxylate